coumaroyl-tryptophan C(\C=C\C1=CC=C(C=C1)O)(=O)N[C@@H](CC1=CNC2=CC=CC=C12)C(=O)O